C1(=CC=CC=C1)C1=NN(C=C1CC1=CC=C(C=C1)S(N)(=O)=O)C=1SC=C(N1)C(=O)O 2-(3-phenyl-4-(4-sulfamoyl-benzyl)-1H-pyrazol-1-yl)thiazole-4-carboxylic acid